C(C)(C)NC(C)C.C(C)(C)NC(C)C.[Mg] magnesium bis(diisopropylamine)